C1(=CC=CC=C1)OP(=O)(OC1=CC=CC=C1)OC1=CC=CC=C1 tri-Phenylphosphat